N-methoxyglycine tert-butyl-6-formyl-3,4-dihydro-1H-pyrrolo[1,2-a]pyrazine-2-carboxylate C(C)(C)(C)C1C=2N(CCN1C(=O)O)C(=CC2)C=O.CONCC(=O)O